ClC1=NC=C(C(=C1)CCC(=O)OC)B1OC(C(O1)(C)C)(C)C Methyl 3-(2-chloro-5-(4,4,5,5-tetramethyl-1,3,2-dioxaborolan-2-yl)pyridin-4-yl)propanoate